3-(5-(((1S,3S)-3-aminocyclopentyl)amino)pyrazin-2-yl)-1-methylpyridin-2(1H)-one N[C@@H]1C[C@H](CC1)NC=1N=CC(=NC1)C=1C(N(C=CC1)C)=O